3,4-dihydroxy-N-[2-(methylamino)quinolin-7-yl]Oxetane-2-carboxamide OC1C(OC1O)C(=O)NC1=CC=C2C=CC(=NC2=C1)NC